2-(cyclopropylmethyl)-2,7-dihydro-6H-pyrazolo[3,4-b]pyridin-6-one C1(CC1)CN1N=C2NC(C=CC2=C1)=O